N-(3-fluoro-5-(1-methyl-1H-pyrazol-4-yl)benzyl)-8-(piperidin-4-yl)-7H-Purine-6-carboxamide hydrochloride Cl.FC=1C=C(CNC(=O)C2=C3NC(=NC3=NC=N2)C2CCNCC2)C=C(C1)C=1C=NN(C1)C